O=C1N(CC2=CC(=CC=C12)C1CCN(CC1)CC1=CC(=CC=C1)OC(F)(F)F)C1C(NC(CC1)=O)=O 3-(1-oxo-5-(1-(3-(trifluoromethoxy)benzyl)piperidin-4-yl)isoindolin-2-yl)piperidine-2,6-dione